ClC1=C(C=CC(=C1)OC1=NC=NC2=CC(=C(C=C12)OC)O)NC(=O)NC=1C=C2C=CN(C2=CC1)C 1-(2-chloro-4-((7-hydroxy-6-methoxyquinazolin-4-yl)oxy)phenyl)-3-(1-methyl-1H-indol-5-yl)urea